C(C)(C)(C)OC(=O)NC(C(=O)O)CCC1=CC(=C(C=C1)C(F)(F)F)Cl 2-(tert-butoxycarbonylamino)-4-[3-chloro-4-(trifluoromethyl)phenyl]butanoic acid